[NH4+].P(=O)(OCCN(CCCOC)C(CCC1=CC(=CC=C1)OCCCCCCCCCC)=O)(O)O 2-[{3-[3-(Decyloxy)phenyl]propanoyl} (3-methoxypropyl)amino]ethyl dihydrogen phosphate ammonium salt